C[C@@H]1N(C[C@H](N(C1)C(C)C=1C=C2N=CC=NC2=CC1)C)C1=CC(N(C=2N1N=C(C2)C#N)C)=O 7-((2S,5R)-2,5-dimethyl-4-(1-(quinoxalin-6-yl)ethyl)piperazin-1-yl)-4-methyl-5-oxo-4,5-dihydropyrazolo[1,5-a]pyrimidine-2-carbonitrile